ClC=1CN(C(=CC1OCC1=NC=C(C=C1F)F)C)C1=CC(=NC=C1C)C=1SC=C(N1)C(C)(C)O (R)-3-chloro-4-((3,5-difluoropyridin-2-yl)methoxy)-2'-(4-(2-hydroxypropan-2-yl)thiazol-2-yl)-5',6-dimethyl-2H-[1,4'-bipyridine]